ClC1=CC(=C(C(=C1)F)COC1=NC=2CN(CCC2C=C1C(F)(F)F)CC1=NC2=C(N1C[C@H]1OCC1)C=C(C=C2)C(=O)O)F 2-({2-[(4-chloro-2,6-difluorophenyl)methoxy]-3-(trifluoromethyl)-5,6,7,8-tetrahydro-1,7-naphthyridin-7-yl}methyl)-1-{1-[(2S)-oxetan-2-yl]methyl}-1H-1,3-benzodiazole-6-carboxylic acid